C(C)(C)N1C(N(C(C(=C1)C(=O)N)=O)C=1C=NN(C1)C)=O 1-isopropyl-3-(1-methyl-1H-pyrazol-4-yl)-2,4-dioxo-1,2,3,4-tetrahydropyrimidine-5-carboxamide